(3-carbamimidoyl-4-methylbenzyl)isobutyramide hydrochloride Cl.C(N)(=N)C=1C=C(CC(C(=O)N)(C)C)C=CC1C